(1aS,5aS)-2-(2,4-Difluoro-phenyl)-1a,2,5,5a-tetrahydro-1H-2,3-diaza-cyclopropa[a]pentalene-4-carboxylic acid [2-hydroxy-1-(tetrahydrofuran-3-yl)-ethyl]-amide OCC(C1COCC1)NC(=O)C=1C=2C[C@H]3[C@@H](C2N(N1)C1=C(C=C(C=C1)F)F)C3